1,8-dimethylpyrido[3,4-d]pyridazin-7(6H)-one CC=1C=2C(C=NN1)=CNC(C2C)=O